CN1C=NC=C1C[C@](N([2H])[2H])(C(=O)O)[2H] 3-methyl-L-histidine-d3